N-[6-chloro-4-methyl-5-(trifluoromethyl)-2-pyridyl]acetamide ClC1=C(C(=CC(=N1)NC(C)=O)C)C(F)(F)F